FC1=CC(=C(C(=O)NCCC2=CNC3=CC=CC(=C23)C)C=C1)NC1=CC(=C(C(=C1)OC)OC)OC 4-fluoro-N-(2-(4-methyl-1H-indol-3-yl)ethyl)-2-((3,4,5-trimethoxyphenyl)amino)benzamide